CN(CCCCCCCCCCCC)C N,N-dimethyl-dodecanamine